2-(3-fluoro-4-sulfamoylphenyl)-2-methylpropanoic acid FC=1C=C(C=CC1S(N)(=O)=O)C(C(=O)O)(C)C